N,N-dimethyl-3-{1-[4-(7H-pyrrolo[2,3-d]pyrimidin-4-yl)-1H-pyrazol-1-yl]but-3-yn-1-yl}-benzenesulfonamide trifluoroacetate FC(C(=O)O)(F)F.CN(S(=O)(=O)C1=CC(=CC=C1)C(CC#C)N1N=CC(=C1)C=1C2=C(N=CN1)NC=C2)C